FC1=C(CSC2=C3C(N(C(=NC3=CC=C2)C)C2C(NC(CC2)=O)=O)=O)C=CC(=C1)CN1CCCCC1 3-(5-((2-fluoro-4-(piperidin-1-ylmethyl)benzyl)thio)-2-methyl-4-oxoquinazolin-3(4H)-yl)piperidine-2,6-dione